ethyl 2-{5-[3-(3-methylphenyl)-2,4,6-trioxo-1,3,5-triazinan-1-yl]-2-phenoxyphenoxy}acetate CC=1C=C(C=CC1)N1C(N(C(NC1=O)=O)C=1C=CC(=C(OCC(=O)OCC)C1)OC1=CC=CC=C1)=O